COC1=CC=C(C=C1)CCNC(=O)C12CC3(CC(CC(C1)C3)C2)C2=CC=C(C=C2)Cl 3-(4-Chloro-phenyl)-adamantane-1-carboxylic acid [2-(4-methoxy-phenyl)-ethyl]-amide